COP(=O)([O-])[O-].C(C)OC1CC(C1)N1N=C(C(=C1)NC(=O)C=1N=C(SC1)C=1C=NN(C1)[Ca+2])C1=NC=CC=C1 (4-(4-((1-((1s,3s)-3-ethoxycyclobutyl)-3-(pyridin-2-yl)-1H-pyrazol-4-yl)carbamoyl)thiazol-2-yl)-1H-pyrazol-1-yl)calcium methylphosphate